C(C)(=O)C1=C(C=CC=C1)NC([C@H]([C@H](CC)C)NC(OC(C)(C)C)=O)=O tert-butyl ((2S,3S)-1-((2-acetylphenyl)amino)-3-methyl-1-oxopentan-2-yl)carbamate